5-amino-1-(4-aminophenyl)-2-methylbenzimidazole NC1=CC2=C(N(C(=N2)C)C2=CC=C(C=C2)N)C=C1